N-(2,6-bis(benzyloxy)pyridin-3-yl)-2-(2,6-dibromophenyl)acetamide C(C1=CC=CC=C1)OC1=NC(=CC=C1NC(CC1=C(C=CC=C1Br)Br)=O)OCC1=CC=CC=C1